O-Phenyl-anthracene-9-boronic acid C1(=CC=CC=C1)OB(O)C=1C2=CC=CC=C2C=C2C=CC=CC12